BrC=1C=C(C=C2CC(N(C12)C(C)C)CNC)C(=O)NC1=CC=C(C=C1)OC(F)(F)Cl 7-bromo-N-(4-(chlorodifluoromethoxy)phenyl)-1-isopropyl-2-((methylamino)methyl)indoline-5-carboxamide